tert-butyl (2-(2-(4-(((5-fluoro-4-oxo-2-(((tetrahydro-2H-pyran-4-yl)thio)methyl)-3,4-dihydroquinazolin-7-yl)oxy)methyl)piperidin-1-yl)-2-oxoethoxy)ethyl)carbamate FC1=C2C(NC(=NC2=CC(=C1)OCC1CCN(CC1)C(COCCNC(OC(C)(C)C)=O)=O)CSC1CCOCC1)=O